(3-(4-((4-formylbenzyl)oxy)-1-oxoisoindolin-2-yl)-2,6-dioxopiperidin-1-yl)methyl(tert-butoxycarbonyl)glycine C(=O)C1=CC=C(COC2=C3CN(C(C3=CC=C2)=O)C2C(N(C(CC2)=O)C(N(C(=O)OC(C)(C)C)C)C(=O)O)=O)C=C1